6-fluoro-9-isopropyl-2-methoxyisoxazolo[5,4-h]quinazoline FC=1C=C2C=NC(=NC2=C2C1ON=C2C(C)C)OC